1-[1-[6-(3-cyano-5-methyl-pyrazol-1-yl)-5-[(1S)-1-hydroxyethyl]-2-pyridyl]benzimidazol-5-yl]-3,3-dimethyl-1-(6-methylpyridazin-3-yl)urea C(#N)C1=NN(C(=C1)C)C1=C(C=CC(=N1)N1C=NC2=C1C=CC(=C2)N(C(=O)N(C)C)C=2N=NC(=CC2)C)[C@H](C)O